(S)-4-(5,5-difluoro-4-hydroxy-3-(trifluoromethyl)-5,6-dihydropyrrolo[b]pyrrol-1(4H)-yl)-2-(difluoromethyl)benzonitrile FC1([C@H](C2=C(N1)N(C=C2C(F)(F)F)C2=CC(=C(C#N)C=C2)C(F)F)O)F